C(#N)C1=CC=C(C=C1)N1[C@@H](CCC(C1)C1=CC=C(C=C1)C(F)(F)F)C(=O)NC (2S)-1-(4-cyanophenyl)-N-methyl-5-(4-(trifluoromethyl)phenyl)piperidine-2-carboxamide